(3S)-3-((((9H-fluoren-9-yl)methoxy)carbonyl)amino)-1-(cyclopropylamino)-1-oxo-4-(pyridin-3-yl)butan-2-yl acetate C(C)(=O)OC(C(=O)NC1CC1)[C@H](CC=1C=NC=CC1)NC(=O)OCC1C2=CC=CC=C2C=2C=CC=CC12